1-(5-(6-(pyridin-2-yl)-2,6-diazaspiro[3.3]heptan-2-yl)pentyl)-1H-benzo[d]imidazol-2(3H)-one N1=C(C=CC=C1)N1CC2(CN(C2)CCCCCN2C(NC3=C2C=CC=C3)=O)C1